BrC=1C=C(C(=NC1)F)Cl 5-bromo-3-chloro-2-fluoropyridine